ClC=1C(=NC=C(C1)F)OC1CC2(CNC2)C1 6-[(3-chloro-5-fluoro-2-pyridyl)oxy]-2-azaspiro[3.3]heptane